1,2-diphenylpyridine C1(=CC=CC=C1)N1C(C=CC=C1)C1=CC=CC=C1